C1(CC1)CNCC[C@H]1[C@@H]([C@H](CC=2NC3=CC=CC=C3C12)C1=CC=C(C=C1)OC(F)(F)F)N (2R,3R,4R)-4-{2-[(Cyclopropylmethyl)amino]ethyl}-2-[4-(trifluoromethoxy)phenyl]-2,3,4,9-tetrahydro-1H-carbazol-3-amine